C1=C(C=CC2=CC=CC=C12)C=CC(=O)NC1=C(C(=O)O)C=CC=C1 2-(3-(naphthalen-2-yl)acrylamido)benzoic acid